NC1=C2C(=NC(=N1)C1=CC=CC=C1)NN=C2NC2=CC=C(C=C2)C(F)(F)F 4-amino-3-(4-trifluoromethyl-phenyl)amino-6-phenylpyrazolo[3,4-d]pyrimidine